2-furylmethylphenylacetate O1C(=CC=C1)COC(CC1=CC=CC=C1)=O